2-amino-N-((5-(4-(methoxymethyl)thiazol-5-yl)pyridin-2-yl)methyl)-N',3-dimethyl-N'-(pyrimidin-2-yl)quinoline-6-carbohydrazide NC1=NC2=CC=C(C=C2C=C1C)C(=O)N(N(C1=NC=CC=N1)C)CC1=NC=C(C=C1)C1=C(N=CS1)COC